C1(CC1)S(=O)(=O)NC1=NC=CC(=N1)C1(CCC(CC1)N(C1COC1)C)C(=O)NC1=NC=C(C=C1)C1=NC(=CN=C1)OCC 1-(2-(cyclopropanesulfonylamino)pyrimidin-4-yl)-N-(5-(6-ethoxypyrazin-2-yl)pyridin-2-yl)-4-(methyl-(oxetan-3-yl)amino)cyclohexane-1-carboxamide